N-(3-methyl-4-((3-methyl-3H-[1,2,3]triazolo[4,5-c]pyridin-6-yl)oxy)phenyl)-6-(methyl-sulfinyl)pyrimido[5,4-d]pyrimidin-4-amine CC=1C=C(C=CC1OC1=CC2=C(C=N1)N(N=N2)C)NC=2C1=C(N=CN2)C=NC(=N1)S(=O)C